N1CCC(CC1)OC=1C=CC(=NC1)NC1=NC(=NS1)C1=NC=CC=C1 N-(5-(piperidin-4-yloxy)pyridin-2-yl)-3-(pyridin-2-yl)-1,2,4-thiadiazol-5-amine